4-Cyclopropyl-N-((S)-(4,4-difluorocyclohexyl)(7-(((3R*,5R*)-2-oxo-5-(trifluoromethyl)pyrrolidin-3-yl)methyl)imidazo[1,2-b]pyridazin-2-yl)methyl)-1,2,5-oxadiazole-3-carboxamide C1(CC1)C=1C(=NON1)C(=O)N[C@H](C=1N=C2N(N=CC(=C2)C[C@H]2C(N[C@H](C2)C(F)(F)F)=O)C1)C1CCC(CC1)(F)F |o1:21,24|